FC1=C(C=C(C=C1)F)C1=NC(=NO1)[C@H]1CC[C@H](N(C1)C(=O)C1=CC=C(C=C1)F)C {(2R,5S)-5-[5-(2,5-difluorophenyl)-1,2,4-oxadiazol-3-yl]-2-methylpiperidin-1-yl}(4-fluorophenyl)methanone